4-BROMO-1H-PYRROLO[2,3-B]PYRIDINE-3-CARBALDEHYDE BrC1=C2C(=NC=C1)NC=C2C=O